BrC=1C(=NC=C(C1)[N+](=O)[O-])C 3-bromo-2-methyl-5-nitro-pyridine